2-(pyridin-4-yl)acrylic acid N1=CC=C(C=C1)C(C(=O)O)=C